ClC1=C(C(=O)NC2=C3N=C(C=NC3=CC=C2NC)C=2C=NN(C2)COCC[Si](C)(C)C)C(=CC=C1)F 2-chloro-6-fluoro-N-(6-(methylamino)-3-(1-((2-(trimethylsilyl)ethoxy)-methyl)-1H-pyrazol-4-yl)quinoxalin-5-yl)benzamide